tert-Butyl (S)-((6-((3-(3-chloro-2-(4-(((3-fluoropropyl)amino)methyl)-3-methoxyphenyl)pyridin-4-yl)-2-methylphenyl)carbamoyl)pyridin-3-yl)methyl)((5-oxopyrrolidin-2-yl)methyl)carbamate ClC=1C(=NC=CC1C=1C(=C(C=CC1)NC(=O)C1=CC=C(C=N1)CN(C(OC(C)(C)C)=O)C[C@H]1NC(CC1)=O)C)C1=CC(=C(C=C1)CNCCCF)OC